C(CCC)OC1CC(CCC1)NC(=O)C1=CN(C2=C1C(N(C=C2C)C)=O)C N-(3-butoxycyclohexyl)-1,5,7-trimethyl-4-oxo-4,5-dihydro-1H-pyrrolo[3,2-c]pyridine-3-carboxamide